ClC=1C=C2C=C(NC2=CC1C1=NC=C(N=C1)OC)CC1N(CC1O)C(=O)N ((5-chloro-6-(5-methoxypyrazin-2-yl)-1H-indol-2-yl)methyl)-3-hydroxyazetidine-1-carboxamide